4-Hydroxy-1-Isobutyl-7-(4-Methylpiperazin-1-yl)-N-(3-Methylpyridin-2-yl)-2-Oxo-1,2-Dihydroquinoline-3-Carboxamide Hydrochloride Salt Cl.OC1=C(C(N(C2=CC(=CC=C12)N1CCN(CC1)C)CC(C)C)=O)C(=O)NC1=NC=CC=C1C